COS(=O)(=O)[O-].OCC[N+](C)(CCO)CCO tris(2-hydroxyethyl)methyl-ammonium methylsulfate